[Na].SC=1NC2=C(N1)C=CC(=C2)S(=O)(=O)O 2-mercapto-5-benzimidazolesulfonic acid sodium